Trans-2,2-dichloro-N-(4-chloro-3-(2-(1-methoxypropan-2-yl)hydrazine-1-carbonyl)phenyl)-3-(3,5-dichlorophenyl)cyclopropane-1-carboxamide ClC1([C@H]([C@@H]1C1=CC(=CC(=C1)Cl)Cl)C(=O)NC1=CC(=C(C=C1)Cl)C(=O)NNC(COC)C)Cl